4-(2-oxo-2,3-dihydro-1H-imidazo[4,5-b]pyridin-1-yl)azepane O=C1N(C=2C(=NC=CC2)N1)C1CCNCCC1